C(#N)N(CC)CC N-cyanodiethyl-amine